P(=O)(OCCOC=CC)([O-])[O-] 2-propenyloxyethyl phosphate